8'-(5-Chloro-6-(3-(dimethylamino)propoxy)pyridin-3-yl)-3-methylspiro[cyclopropane-1,1'-pyrrolo[2,3-c]quinolin]-2'(3'H)-one ClC=1C=C(C=NC1OCCCN(C)C)C1=CC=2C3=C(C=NC2C=C1)NC(C31CC1C)=O